FC1=C(C(=O)C2=NNC3=NC=C(C=C32)C3=CC=C(C(=O)NCC(CO)O)C=C3)C(=CC=C1NS(=O)(=O)CCC)F 4-(3-(2,6-difluoro-3-(propylsulphonamido)benzoyl)-1H-pyrazolo[3,4-b]pyridin-5-yl)-N-(2,3-dihydroxypropyl)benzamide